ClC1=C(C=CC(=C1)OC=1C=NC=CC1)C(=O)C1=CNC2=NC=CC(=C21)N[C@H]2CO[C@@H](CC2)CO (2-chloro-4-(pyridin-3-yloxy)phenyl)(4-(((3R,6S)-6-(hydroxymethyl)tetrahydro-2H-pyran-3-yl)amino)-1H-pyrrolo[2,3-b]pyridin-3-yl)methanone